C(C)C=1C(NC2=CC(=CN=C2C1)CN1CCC(=CC1)C=1C=NC(=CC1)C1=NN=C(N1)C)=O 3-ethyl-7-((6-(5-methyl-4H-1,2,4-triazol-3-yl)-3',6'-dihydro-[3,4'-bipyridin]-1'(2'H)-yl)methyl)-1,5-naphthyridin-2(1H)-one